(2R,5R)-Benzyl 5-(1-bromo-8-((2,4-dimethoxybenzyl)amino)imidazo[1,5-a]pyrazin-3-yl)-2-((isopropyl(2-methoxy-2-oxoethyl)amino)methyl)piperidine-1-carboxylate BrC=1N=C(N2C1C(=NC=C2)NCC2=C(C=C(C=C2)OC)OC)[C@@H]2CC[C@@H](N(C2)C(=O)OCC2=CC=CC=C2)CN(CC(=O)OC)C(C)C